(S)-tert-butyl 3-(((1-oxo-1,2-dihydrophthalazin-6-yl)oxy)methyl)pyrrolidine-1-carboxylate O=C1NN=CC2=CC(=CC=C12)OC[C@@H]1CN(CC1)C(=O)OC(C)(C)C